N[C@@H](CCC(=O)O)C(=O)[O-].[Na+].C(C)#N.C(C)#N diacetonitrile monosodium glutamate salt